t-butyl (2-(3,5-dichloro-4-((4'-methyl-2'-oxospiro[cyclopropane-1,3'-indolin]-5'-yl)oxy)phenyl)-3,5-dioxo-2,3,4,5-tetrahydro-1,2,4-triazin-6-yl)carbamate ClC=1C=C(C=C(C1OC=1C(=C2C3(C(NC2=CC1)=O)CC3)C)Cl)N3N=C(C(NC3=O)=O)NC(OC(C)(C)C)=O